tert-butyl ((4-(aminomethyl)-3-chlorophenyl)(imino)methyl)carbamate NCC1=C(C=C(C=C1)C(=N)NC(OC(C)(C)C)=O)Cl